BrC=1C2=CN(N=C2C=CC1F)C 4-bromo-5-fluoro-2-methyl-2H-indazole